Tert-butyl (Z)-(6-(4-((8-benzyl-6-(4-((tert-butyldimethylsilyl)oxy)phenyl)-3-oxoimidazo[1,2-a]pyrazin-2(3H)-ylidene)methyl)-2-fluorophenoxy)hexyl)carbamate C(C1=CC=CC=C1)C=1C=2N(C=C(N1)C1=CC=C(C=C1)O[Si](C)(C)C(C)(C)C)C(/C(/N2)=C/C2=CC(=C(OCCCCCCNC(OC(C)(C)C)=O)C=C2)F)=O